4-((S)-4-(1-(1-(bicyclo[1.1.1]pentan-1-yl)-1H-pyrazol-4-yl)-5-chloro-1H-indazol-6-yl)-3-methylpiperazin-1-yl)-4-methyltetrahydrofuran-3-ol C12(CC(C1)C2)N2N=CC(=C2)N2N=CC1=CC(=C(C=C21)N2[C@H](CN(CC2)C2(C(COC2)O)C)C)Cl